O1C=C(C=C1)COC1=CC=C(C=N1)CC1=NOC(=C1)C=1C(=NC=CC1)N 3-(3-((6-(furan-3-ylmethoxy)pyridin-3-yl)methyl)isoxazol-5-yl)pyridin-2-amine